diphenylsulfonium tetrafluoroborat F[B-](F)(F)F.C1(=CC=CC=C1)[SH+]C1=CC=CC=C1